[bis(2-methoxyethylamino)]sulfur trifluoride COCCN[S](NCCOC)(F)(F)F